5-(bromomethyl)-1,3-oxazolidin-2-one BrCC1CNC(O1)=O